FC1=NC(=CC=C1N1CCN(CC1)CC=1C(=C2NC(C=3N(C2=CC1)N=CC3C)=O)F)C(NCC(F)F)=O 7-((4-(2-fluoro-6-(2,2-difluoroethylcarbamoyl)pyridin-3-yl)piperazin-1-yl)methyl)-6-fluoro-3-methylpyrazolo[1,5-a]quinoxalin-4(5H)-one